N-((5-acetyl-3-fluorothiophen-2-yl)methyl)pivalamide C(C)(=O)C1=CC(=C(S1)CNC(C(C)(C)C)=O)F